O[C@H]1CC[C@H](CC1)OC=1C(=CC=C2C=NC(=NC12)NC1=CC(=CC=C1)CS(=O)(=O)C)C#C 8-((cis-4-hydroxycyclohexyl)oxy)-7-ethynyl-N-(3-((methylsulfonyl)methyl)phenyl)quinazoline-2-Amine